3-((6-bromo-1-(tetrahydro-2H-pyran-2-yl)-1H-indazol-4-yl)oxy)cyclobutane BrC1=CC(=C2C=NN(C2=C1)C1OCCCC1)OC1CCC1